N,N-dimethyl-ethylaminomaleamic acid CN(C(\C=C(/C(=O)O)\NCC)=O)C